NC1=C(C=CC(=C1)NCC1=CC=C(C=C1)N)NC(CCCCCCCCC)=O N-(2-amino-4-((4-aminobenzyl)amino)phenyl)decanamide